N-(4-(6,7-dimethoxyquinolin-4-yl)-2-fluorobenzyl)sulfamide COC=1C=C2C(=CC=NC2=CC1OC)C1=CC(=C(CNS(=O)(=O)N)C=C1)F